FC=1C(=NC(=NC1)N1CCNCC1)C=1C=NNC1 5-fluoro-2-(piperazin-1-yl)-4-(1H-pyrazol-4-yl)pyrimidine